3-fluoro-5-chloro-4-(5-chloro-2-(4-chloro-1H-1,2,3-triazol-1-yl)phenyl)-pyridin FC=1C=NC=C(C1C1=C(C=CC(=C1)Cl)N1N=NC(=C1)Cl)Cl